ClC(C1=NC(=NO1)C=1C=NC(=NC1)NC1(CC1)C1=NC=C(C=C1)Cl)(F)F 5-[5-[chloro(difluoro)methyl]-1,2,4-oxadiazol-3-yl]-N-[1-(5-chloropyridin-2-yl)cyclopropyl]pyrimidin-2-amine